C[C@@H](C(=O)[O-])OP(=O)([O-])OC[C@H]([C@H]([C@H](CN1C2=CC(=O)C=CC2=CC3=C1NC(=O)NC3=O)O)O)O The molecule is the dianion of the fragment of coenzyme F420 remaining after formal hydrolytic removal of all of the glutamate residues. It is a monocarboxylic acid anion, a dialkyl phosphate anion, a ribitol phosphate, a rhamnonate and a member of pyrimidoquinolines. It derives from a 2-phospho-L-lactic acid. It is a conjugate base of a F420-0.